8-bromo-2-methyl-3,5-dihydro-2H-benzo[e][1,4]oxathiepine 1,1-dioxide BrC=1C=CC2=C(S(C(COC2)C)(=O)=O)C1